FC(C1=CC=2C(=NC(=CC2)C(C)N2C[C@@H](N(C[C@H]2CC)C(=O)OC(C)(C)C)CC)S1)F tert-butyl (2S,5R)-4-(1-(2-(difluoromethyl) thieno[2,3-b]pyridin-6-yl) ethyl)-2,5-diethylpiperazine-1-carboxylate